N-(3-methoxybenzyl)-1H-1,2,4-triazole-3-carboxamide COC=1C=C(CNC(=O)C2=NNC=N2)C=CC1